CC(C)N(C(C)C)P(=O)(OC(C#N)C)N(C(C)C)C(C)C (bis[di(prop-2-yl)amino]Phosphinyloxy)propionitrile